(2S)-1-(4-cyanopyridin-2-yl)-N-(1-((3,3-difluorocyclobutyl)carbamoyl)-4-(trifluoromethyl)-2,3-dihydro-1H-inden-1-yl)-N-(3-fluorophenyl)-5-oxopyrrolidine-2-carboxamide C(#N)C1=CC(=NC=C1)N1[C@@H](CCC1=O)C(=O)N(C1=CC(=CC=C1)F)C1(CCC2=C(C=CC=C12)C(F)(F)F)C(NC1CC(C1)(F)F)=O